(R)-N-(3-(1H-pyrazol-4-yl)-1H-indol-7-yl)-2-amino-3-phenylpropanamide N1N=CC(=C1)C1=CNC2=C(C=CC=C12)NC([C@@H](CC1=CC=CC=C1)N)=O